COC=1C=C2C(C(NC2=CC1)=O)C=O 5-METHOXY-2-OXOINDOLINE-3-CARBALDEHYDE